N[C@@H]1CN(CC[C@H]1F)C1=NC2=C(N1CC(=O)N1CC(OCC1)CC)C=C(C(=C2)F)F 2-(2-((3R,4R)-3-Amino-4-fluoropiperidin-1-yl)-5,6-difluoro-1H-benzo[d]imidazol-1-yl)-1-(2-ethylmorpholino)ethan-1-on